O=C1N(CCC(N1)=O)C1=C2C=CC(=CC2=CC=C1)N1CCN(CC1)C(=O)OC(C)(C)C tert-butyl 4-(5-(2,4-dioxotetrahydropyrimidin-1(2H)-yl) naphthalen-2-yl)piperazine-1-carboxylate